N[C@@H]1CN(CC[C@H]1F)C1=NC2=C(N1C1C(N(CC1)C)=O)C=C(C(=C2)F)F 3-(2-((3R,4R)-3-Amino-4-fluoropiperidin-1-yl)-5,6-difluoro-1H-benzo[d]imidazol-1-yl)-1-methylpyrrolidin-2-on